ClC=1C=C(C=CC1)C=1SCC(N1)C(=O)O 2-(3-chlorophenyl)-4,5-dihydrothiazole-4-carboxylic acid